FS(C1=CC(=C(C=C1)[N+](=O)[O-])CS(=O)(=O)C1=CC=CC=C1)(F)(F)(F)F pentafluoro(4-nitro-3-((phenylsulfonyl)methyl)phenyl)-λ6-sulfane